C(C)OC=1C=C(C=2N(C1)N=C1C2C=NN1)C1=CCC(CC1)(C(=O)OC)OC methyl 4-(6-ethoxy-1H-pyrazolo[3',4':3,4]pyrazolo[1,5-a]pyridin-4-yl)-1-methoxycyclohex-3-ene-1-carboxylate